CN1N=C(C(=C1C)C=1C=C2C(=NC1)NC=C2C2=CC=C1C(CC3(CCNCC3)OC1=C2)=O)C 7-(5-(1,3,5-trimethyl-1H-pyrazol-4-yl)-1H-pyrrolo[2,3-b]pyridin-3-yl)spiro[chromane-2,4'-piperidin]-4-one